9-(3-Fluoro-5-((1-(3-fluoropropyl)azetidin-3-yliden)methyl)pyridin-2-yl)-8-(4-methylcyclohexyl)-6,7-dihydro-5H-benzo[7]annulen FC=1C(=NC=C(C1)C=C1CN(C1)CCCF)C1=C(CCCC2=C1C=CC=C2)C2CCC(CC2)C